BrC=1C2=CN(N=C2C=CC1)CC(C1=CC=CC=C1)F 4-Bromo-2-(2-fluoro-2-phenylethyl)-2H-indazole